Cl.N[C@@H](C(=O)N1CCN(CC1)CC1=C(C=CC=C1)OC)C1CCN(CC1)CC(CN)C1=CC=CC=C1 (2R)-2-amino-2-(1-(3-amino-2-phenylpropyl)piperidin-4-yl)-1-(4-(2-methoxybenzyl)piperazin-1-yl)ethan-1-one hydrochloride